5-(1,3-dioxo-2-{[(oxolan-3-yl)methyl]carbamoyl}-2,3-dihydro-1H-indene-5-carbonyl)-1,3-dioxo-N-[(oxolan-3-yl)methyl]-2,3-dihydro-1H-indene-2-carboxamide O=C1C(C(C2=CC(=CC=C12)C(=O)C=1C=C2C(C(C(C2=CC1)=O)C(=O)NCC1COCC1)=O)=O)C(NCC1COCC1)=O